1-[2-(2-tert-butyl-phenoxy)-pyridin-3-yl]-3-(3'-dimethylaminomethyl-3-fluorobiphenyl-4-yl)-urea C(C)(C)(C)C1=C(OC2=NC=CC=C2NC(=O)NC2=C(C=C(C=C2)C2=CC(=CC=C2)CN(C)C)F)C=CC=C1